C1(CCCCC1)NS(=O)(=O)C=1C=C(C(=O)O)C=CC1NCCCCCCCC(F)(F)F 3-(cyclohexylsulfamoyl)-4-(8,8,8-trifluorooctylamino)benzoic acid